4,6-diamidino-2-phenylindole dilactate C(C(O)C)(=O)O.C(C(O)C)(=O)O.C(N)(=N)C1=C2C=C(NC2=CC(=C1)C(N)=N)C1=CC=CC=C1